2-(4-(((6-(cyclopropyl(3-methoxy-4-(trifluoromethyl)benzyl)amino)-5-fluoropyrimidin-4-yl)amino)methyl)-3-hydroxypiperidin-1-yl)acetamide C1(CC1)N(C1=C(C(=NC=N1)NCC1C(CN(CC1)CC(=O)N)O)F)CC1=CC(=C(C=C1)C(F)(F)F)OC